2-(7-bromo-3-ethylsulfonyl-imidazo[1,2-a]pyridin-2-yl)-3-methyl-6-(trifluoromethyl)imidazo[4,5-b]pyridine BrC1=CC=2N(C=C1)C(=C(N2)C2=NC=1C(=NC=C(C1)C(F)(F)F)N2C)S(=O)(=O)CC